11-(3,4-Dichlorobenzoyl)-N-(2,2,2-trifluoroethyl)-5,6,9,10,11,12-hexahydro-4H-[1,2]oxazolo-[3,4-c]pyrido[4',3':3,4]pyrazolo[1,5-a]azepine-5-carboxamide ClC=1C=C(C(=O)N2CC=3C(=NN4C3C=3C(CC(C4)C(=O)NCC(F)(F)F)=CON3)CC2)C=CC1Cl